BrC=1C=C(C=C(C1)N(C1=CC=CC=C1)C1=CC=CC=C1)O 3-bromo-5-(diphenylamino)phenol